NC1=C(C=C(N=N1)C1=C(C=CC=C1)O)N1CC2CCC(C1)N2C2=CC(=NC=C2)C#CCN2[C@@H](CC2)COC 2-[6-amino-5-[8-[2-[3-[(2S)-2-(methoxymethyl)azetidin-1-yl]prop-1-ynyl]-4-pyridyl]-3,8-diazabicyclo[3.2.1]octan-3-yl]pyridazin-3-yl]phenol